methylennorbornan C=C1C2CCC(C1)C2